5-{2-[(3-exo)-8-Azabicyclo[3.2.1]oct-3-yl(methyl)amino][1,3]thiazolo[4,5-c]pyridin-6-yl}-2-methyl-2H-indazol-7-carbonitril C12CC(CC(CC1)N2)N(C=2SC1=C(C=NC(=C1)C1=CC3=CN(N=C3C(=C1)C#N)C)N2)C